C1(CC1)C1=NOC(=N1)C=1C(=CC(=NC1)NC1=CC2=C(C(OC2(C)C)=O)C=C1)N[C@H](CO)C1=CC=CC=C1 5-{[5-(3-cyclopropyl-1,2,4-oxadiazol-5-yl)-4-{[(1S)-2-hydroxy-1-phenylethyl]amino}pyridin-2-yl]amino}-3,3-dimethyl-1,3-dihydro-2-benzofuran-1-one